C(C)(C)(C)C=1C=C(C=C(C1O)C(C)(C)C)CCC(=O)C(C(=O)NN)CC(CCC1=CC(=C(C(=C1)C(C)(C)C)O)C(C)(C)C)=O 2,3-bis-((3-(3,5-di-tert-butyl-4-hydroxyphenyl)propionyl))propionohydrazide